N1OCC=2C=NC=CC21 dihydroisoxazolo[4,3-c]pyridine